[Cl-].[NH4+].[NH4+].[NH4+].[Cl-].[Cl-] tris-ammonium chloride